CC(C[C@@H](B1O[C@@]2([C@H](O1)C[C@H]1C([C@@H]2C1)(C)C)C)NC([C@@H](CC(=O)N1CCOCC1)NC(OC(C)(C)C)=O)=O)C Tert-butyl ((R)-1-(((R)-3-methyl-1-((3aS,4S,6S,7aR)-3a,5,5-trimethyl hexahydro-4,6-methanobenzo[d][1,3,2]dioxaborol-2-yl)butyl)amino)-4-morpholino-1,4-dioxobutan-2-yl)carbamate